Cis-3-chloro-5-methyl-5,6,8a,9-tetrahydro-8H-7,10-dioxa-2,4,4b-triazaphenanthrene ClC=1N=CC=2OC[C@H]3COC[C@@H](N3C2N1)C